ClC=1C=C(C=CC1Cl)C=1N=C(NC1C)C1=CSC=C1 4-(3,4-Dichlorophenyl)-5-methyl-2-(3-thienyl)imidazole